trifluoroacetic acid anhydride FC(C(=O)OC(C(F)(F)F)=O)(F)F